C(#N)C1=C(OC2CCC(CC2)(C(=O)OCC2=CC=CC3=CC=CC=C23)C)C=C(C(=C1)OC)C(NC1=C(C=CC(=C1)C)C(NCC1=CC(=CC=C1)F)=O)=O Naphthalen-1-ylmethyl (1s,4s)-4-(2-cyano-5-((2-((3-fluorobenzyl)carbamoyl)-5-methylphenyl)carbamoyl)-4-methoxyphenoxy)-1-methylcyclohexane-1-carboxylate